4-((3-(4-(((1S,4S)-4-(2-oxa-6-azaspiro[3.3]heptan-6-yl)cyclohexyl)amino)-1-(2,2,2-trifluoroethyl)-1H-indol-2-yl)prop-2-yn-1-yl)amino)-3-(2-cyanoethoxy)-N-methyl-benzamide C1OCC12CN(C2)C2CCC(CC2)NC2=C1C=C(N(C1=CC=C2)CC(F)(F)F)C#CCNC2=C(C=C(C(=O)NC)C=C2)OCCC#N